4-(5-chloropyridin-2-yl)-3-oxobutanoic acid ethyl ester C(C)OC(CC(CC1=NC=C(C=C1)Cl)=O)=O